FC1=CC=2N(C=C1)C(=CN2)C2=C1CNC(C1=C(C=C2)NC2=NC(=CC=C2)N2CCN(CC2)C)=O 4-(7-fluoroimidazo[1,2-a]pyridin-3-yl)-7-[[6-(4-methylpiperazin-1-yl)-2-pyridyl]amino]isoindolin-1-one